(R)-(5-methyl-1,3,4-oxadiazol-2-yl)(4-(4-(trifluoromethyl)pyrazolo[1,5-a]pyridin-2-yl)-6,7-dihydro-1H-imidazo[4,5-c]pyridin-5(4H)-yl)methanone CC1=NN=C(O1)C(=O)N1[C@H](C2=C(CC1)NC=N2)C2=NN1C(C(=CC=C1)C(F)(F)F)=C2